C1(CC1)[C@]1(C(N(C[C@H]1C)C1=NC(=CC2=C1SC=N2)C=2C=NN(C2)C2CC(C2)OC)=O)C#N (3R,4S)-3-cyclopropyl-1-(6-(1-((1r,3R)-3-methoxycyclobutyl)-1H-pyrazol-4-yl)thiazolo[5,4-c]pyridin-4-yl)-4-methyl-2-oxopyrrolidine-3-carbonitrile